6-{(1R,5S)-3'-[(5-cyclopropyl-3-(2,6-dichlorophenyl)isoxazol-4-yl)methoxy]-3-azaspiro[bicyclo[3.2.1]octane-8,1'-cyclobutane]-3-yl}benzo[d]isothiazol-3-carboxylic acid C1(CC1)C1=C(C(=NO1)C1=C(C=CC=C1Cl)Cl)COC1CC2(C1)[C@@H]1CN(C[C@H]2CC1)C1=CC2=C(C(=NS2)C(=O)O)C=C1